CC1(OB(OC1(C)C)C1=C2C=CC=CC2=C(C2=CC=CC=C12)C1=CC=C(C#N)C=C1)C 4-(10-(4,4,5,5-tetramethyl-1,3,2-dioxaborolan-2-yl)anthracen-9-yl)benzonitrile